N1-(2-(dimethylamino)ethyl)-N1,N2,N2-trimethylbenzene-1,2,4-triamine CN(CCN(C=1C(=CC(=CC1)N)N(C)C)C)C